ClC1=C(C=C(C=C1)C=1C=CC(=NC1)C(=O)NC(C(=O)NC)CC1CCN(CC1)C(CC=1C=C2C(=CC(NC2=CC1)=O)C)=O)F 5-(4-chloro-3-fluorophenyl)-N-(3-(1-(2-(4-methyl-2-oxo-1,2-dihydroquinolin-6-yl)acetyl)piperidin-4-yl)-1-(methylamino)-1-oxopropan-2-yl)picolinamide